OC1CC(C1)NCC=1N=C2N(C(C1)=O)C=CC=C2 ((((1r,3r)-3-hydroxycyclobutyl)amino)methyl)-4H-pyrido[1,2-a]pyrimidin-4-one